Methyl 2-(3-fluoro-4-methylcarbamoyl-phenylamino)-2-methylpropionate FC=1C=C(C=CC1C(NC)=O)NC(C(=O)OC)(C)C